C1(CC1)C1=C(C(=NO1)C1=C(C=CC=C1Cl)Cl)COC1CCN(CC1)C1=CC=C(C=N1)N1C(NN=C(C1=O)C#N)=O 4-(6-(4-((5-cyclopropyl-3-(2,6-dichlorophenyl)isoxazol-4-yl)methoxy)piperidin-1-yl)pyridin-3-yl)-3,5-dioxo-2,3,4,5-tetrahydro-1,2,4-triazine-6-carbonitrile